1-[[2,6-Dimethoxy-4-(2-Methyl-1-Oxo-2,7-Naphthyridin-4-Yl)Phenyl]Methyl]-N-(2-[4-[2-(2,6-Dioxopiperidin-3-Yl)-1,3-Dioxoisoindol-5-Yl]Piperazin-1-Yl]Ethyl)Azetidine-3-Sulfonamide COC1=C(C(=CC(=C1)C1=CN(C(C2=CN=CC=C12)=O)C)OC)CN1CC(C1)S(=O)(=O)NCCN1CCN(CC1)C=1C=C2C(N(C(C2=CC1)=O)C1C(NC(CC1)=O)=O)=O